FC=1C=C(OC2=C(C=C(COC=3C=C4N(C(N3)=O)C[C@H]3N4CCC3)C=C2F)F)C=CC1F (S)-3-((4-(3,4-difluorophenoxy)-3,5-difluorobenzyl)oxy)-7,8,8a,9-tetrahydropyrrolo[1',2':3,4]imidazo[1,2-c]pyrimidin-1(6H)-one